N-((3R,4S)-3-[[(4-phenylcyclohexyl)oxy]methyl]piperidin-4-yl)methanesulfonamide C1(=CC=CC=C1)C1CCC(CC1)OC[C@@H]1CNCC[C@@H]1NS(=O)(=O)C